6,7-dichloro-N-[(1S)-1-[[(1S)-1-cyano-2-[(3R)-5,5-dimethyl-2-oxo-pyrrolidin-3-yl]ethyl]carbamoyl]-3,3-dimethyl-butyl]-1H-indole-2-carboxamide ClC1=CC=C2C=C(NC2=C1Cl)C(=O)N[C@@H](CC(C)(C)C)C(N[C@@H](C[C@H]1C(NC(C1)(C)C)=O)C#N)=O